iodopropyl-dimethyl-butoxysilane ICCC[Si](OCCCC)(C)C